8-(trifluoromethyl)-4,5-dihydro-2H-furo[2,3-g]indazole-7-carboxylic acid FC(C1=C(OC=2CCC3=CNN=C3C21)C(=O)O)(F)F